C(CC)C(C(=O)O)=C.C(C=C)(=O)OCCC n-propyl acrylate (n-propylacrylate)